(2R)-2-({2-[4-methoxy-2-(trifluoromethyl)phenyl][1,2,4]triazolo[1,5-c]quinazolin-5-yl}amino)butanamide COC1=CC(=C(C=C1)C1=NN2C(=NC=3C=CC=CC3C2=N1)N[C@@H](C(=O)N)CC)C(F)(F)F